C(C1=CC=CC=C1)OC(=O)NCCOCCOCCOCCN1C=CC2=C(C=CC=C12)NC=1N=C(N=NC1C(=O)OCC)SC ethyl 5-[[1-[2-[2-[2-[2-(benzyloxycarbonylamino)ethoxy]ethoxy]ethoxy]ethyl]indol-4-yl]amino]-3-methylsulfanyl-1,2,4-triazine-6-carboxylate